C(C)(C)(C)NS(=O)(=O)C=1C=C(C(=O)NC=2C(=NC(=CC2)NC(CO)(C)C)N2CCC3(CC3)CC2)C=CC1 3-(N-(tert-Butyl)sulfamoyl)-N-(6-((1-hydroxy-2-methylpropan-2-yl)amino)-2-(6-azaspiro[2.5]octan-6-yl)pyridin-3-yl)benzamide